2-fluoro-5-(4-oxo-3,4-dihydro-phthalazin-1-yl)benzoic acid FC1=C(C(=O)O)C=C(C=C1)C1=NNC(C2=CC=CC=C12)=O